[Cl-].[Cl-].C[Si](=[Zr+2](C1C=C(C2=CC=CC=C12)C(C)C)C1C=C(C2=CC=CC=C12)C(C)C)C dimethylsilanediyl-bis(3-isopropyl-indenyl)zirconium dichloride